COC(=O)C12CC3CC(CC(C1)C3)C2 adamantan-1-carboxylic acid methyl ester